CC1=C(C(=C(C(=C1O)C(=O)/C=C/C2=CC=C(C=C2)O)OC)C)O The molecule is a member of the class of chalcones that is trans-chalcone substituted by hydroxy groups at positions 4, 2' and 4', a methoxy group at position 6' and methyl groups at positions 3' and 5'. Isolated from the buds of Cleistocalyx operculatus, it has been shown to exhibit inhibitory effects on the viral neuraminidases from two influenza viral strains, H1N1 and H9N2. It has a role as a plant metabolite and an EC 3.2.1.18 (exo-alpha-sialidase) inhibitor. It is a member of chalcones, a monomethoxybenzene and a polyphenol. It derives from a trans-chalcone.